C(C)O[Si](C1=C(C=CC=C1)[Si](OCC)(OCC)OCC)(OCC)OCC 1,2-bis(triethoxysilyl)benzene